N-(5-Bromo-3-chloropyridin-2-yl)methyl-2,4-dichloro-nicotinamid BrC=1C=C(C(=NC1)CNC(C1=C(N=CC=C1Cl)Cl)=O)Cl